[Si](C)(C)(C(C)(C)C)OCCOCCN(C1=CC(=C(C#N)C=C1C)F)C 4-((2-(2-((tert-butyldimethylsilyl)oxy)ethoxy)ethyl)(methyl)amino)-2-fluoro-5-methylbenzonitrile